C(\C=C/C(=O)[O-])(=O)OCCC monon-propyl maleate